N-(2-cyclopropoxy-4-(2-(tri-fluorometh-oxy)ethoxy)-phenyl)-7-methylquinolin-4-amine C1(CC1)OC1=C(C=CC(=C1)OCCOC(F)(F)F)NC1=CC=NC2=CC(=CC=C12)C